tricyclo[7.4.0.02,7]tridecane C12C3CCCCC3CC2CCCC1